C1=C(C=CC2=CC=CC=C12)C1=NC(=NC(=N1)C1=CC2=CC=CC=C2C=C1)C1=CC=C(C=C1)C=1C=CC=C2C=CC(NC12)=O 8-(4-(4,6-di(naphthalene-2-yl)-1,3,5-triazine-2-yl)phenyl)quinolone